N-[4-[[(2,4-diamino-6-pteridinyl)methyl]methyl-amino]benzoyl]-L-glutamic acid NC1=NC2=NC=C(N=C2C(=N1)N)CN(C1=CC=C(C(=O)N[C@@H](CCC(=O)O)C(=O)O)C=C1)C